C(=O)(O)C(C)SC(=O)SCCC(=S)O 3-(((1-carboxyethyl)thio)carbonylthio)thiopropionic acid